monochlorogallium Cl[Ga]